(R)-(5-(1,5-dimethyl-1H-pyrazol-3-yl)-1,3,4-oxadiazol-2-yl)(4-(4-isopropylpyrazolo[1,5-a]pyridin-2-yl)-1,4,6,7-tetrahydro-5H-imidazo[4,5-c]pyridin-5-yl)methanone CN1N=C(C=C1C)C1=NN=C(O1)C(=O)N1[C@H](C2=C(CC1)NC=N2)C2=NN1C(C(=CC=C1)C(C)C)=C2